BrC=1C=C2C(=NC1)NN=C2C2=CC=C(C(=O)O)C=C2 4-(5-Bromo-1H-pyrazolo[3,4-b]pyridin-3-yl)benzoic acid